C1(CC1)C=1C=CC(=C(C1)C1=NN(C=C1NC(=O)C=1C=NN2C1N=CC=C2)CC=2N=NN(N2)C2CN(C2)CCCN(C)C)OC(F)F N-[3-[5-cyclopropyl-2-(difluoromethoxy)phenyl]-1-[[2-[1-[3-(dimethylamino)propyl]azetidin-3-yl]tetrazol-5-yl]methyl]pyrazol-4-yl]pyrazolo[1,5-a]pyrimidine-3-carboxamide